5-methyl-3-(4-piperidinyl)-1,2,4-oxadiazole hydrochloride Cl.CC1=NC(=NO1)C1CCNCC1